NC=1CCC([C@@](N1)(CF)C=1C=C(C=C(C1F)F)NC(=O)C1=NC=C(C=C1)F)(F)F (S)-N-(3-(6-amino-3,3-difluoro-2-(fluoromethyl)-2,3,4,5-tetrahydropyridin-2-yl)-4,5-difluorophenyl)-5-fluoropyridineamide